[2-[[(3R)-1-ethyl-3-piperidyl]amino]oxazolo[4,5-b]pyridin-5-yl]-3-methyl-phenol C(C)N1C[C@@H](CCC1)NC=1OC=2C(=NC(=CC2)C2=C(C=CC=C2C)O)N1